2-(3,5-dichlorophenyl)-N-(2,2,3,3,3-pentafluoropropyl)benzo[d]oxazole-6-carboxamide ClC=1C=C(C=C(C1)Cl)C=1OC2=C(N1)C=CC(=C2)C(=O)NCC(C(F)(F)F)(F)F